FC(C1=CC=C(C=C1)C1(CC2(CC2)C1)O)(F)F 5-(4-(trifluoromethyl)phenyl)spiro[2.3]hexan-5-ol